C[Si]([O-])(C)C.OCC[N+](C)(C)C choline trimethylsilanolate